methyl-3-(trifluoromethoxy)azetidine-1-carboxylic acid tert-butyl ester C(C)(C)(C)OC(=O)N1C(C(C1)OC(F)(F)F)C